N[C@H]1[C@@H]2N(C[C@H]1CC2)C(=O)C2=CC1=C(N(C(=N1)C=1N(C3=C(C=CC=C3C1)NC1CCN(CC1)C)CC1CC1)C)C(=C2)OC ((1R,4R,7R)-7-amino-2-azabicyclo[2.2.1]heptan-2-yl)(2-(1-(cyclopropylmethyl)-7-((1-methylpiperidin-4-yl)amino)-1H-indol-2-yl)-7-methoxy-1-methyl-1H-benzo[d]imidazol-5-yl)methanone